CC1(COCCN1C[C@@H]1NC[C@H](N(C1)C(=O)OC(C)(C)C)C)C tert-butyl (2R,5S)-5-((3,3-dimethylmorpholino) methyl)-2-methylpiperazine-1-carboxylate